tert-butyl (S)-2-(2-ethyl-6-(3-methyl-1H-pyrrolo[2,3-b]pyridin-5-yl)-1-oxoisoindolin-4-yl)pyrrolidine-1-carboxylate C(C)N1C(C2=CC(=CC(=C2C1)[C@H]1N(CCC1)C(=O)OC(C)(C)C)C=1C=C2C(=NC1)NC=C2C)=O